C(C)(C)(C)COC(=O)N1C(CCCC1)=O N-tert-butylmethoxycarbonyl-piperidone